ClC=1C=C(C=C(C1)Cl)C1=CC(=CC(=N1)OC=1C=CC(=NC1)N1CCN(CC1)C(C(=O)O)C)CN1CCC(CC1)CS(N)(=O)=O (4-(5-((6-(3,5-Dichlorophenyl)-4-((4-(sulfamoylmethyl)piperidin-1-yl)methyl)pyridin-2-yl)oxy)pyridin-2-yl)piperazin-1-yl)propanoic acid